C(CC)N1NNC=C1 N-propyl-3H-triazole